Cl.N[C@@H](C)C1=NC(=NN1C1=CC=C(C=N1)C1(CC1)C(=O)NC)N(C)C (6-{5-[(1S)-1-aminoethyl]-3-(dimethylamino)-1H-1,2,4-triazol-1-yl}pyridin-3-yl)-N-methylcyclopropanecarboxamide hydrochloride